COC1=CC=C(C=N1)[C@H]1C[C@@H]([C@H]2[C@@H]1OC(O2)(C)C)O (3aS,4s,6R,6aR)-6-(6-Methoxypyridin-3-yl)-2,2-dimethyl-tetrahydro-3aH-cyclopenta[d][1,3]dioxol-4-ol